4-(4-amino-3-fluorophenoxy)-N-methylpicolinamide NC1=C(C=C(OC2=CC(=NC=C2)C(=O)NC)C=C1)F